S1C=C(C2=C1C=CC=C2)S(=O)(=O)NC(=O)C=2NC1=CC=C(C=C1C2)OC2=CC(=C(C=C2)Cl)Cl N-(benzothiophene-3-ylsulfonyl)-5-(3,4-dichlorophenoxy)-1H-indole-2-carboxamide